C(C)(C)(C)OC(=O)N1CC[C@H]2N(CCC[C@H]21)C2=CC(=CC(=C2)C(=O)OC)F.ClC2=C(C=CC=C2OCCCN2CCC(CC2)O)C2=NSC1=C2C=CC=C1 3-(2-chloro-3-(3-(4-hydroxypiperidin-1-yl)propoxy)phenyl)benzisothiazole tert-butyl-(3aR,7aR)-4-[3-fluoro-5-(methoxycarbonyl)phenyl]-hexahydro-2H-pyrrolo[3,2-b]pyridine-1-carboxylate